C(CCCCCCCCCCCCCCC)SSCCCCO 4-(hexadecyldithio)butan-1-ol